[(fluoromethyl)sulfonyl]piperidin FCS(=O)(=O)N1CCCCC1